[I-].C(C)(=O)C(C[N+](C)(C)C)CC(C)C (2-acetyl-4-methyl-pentyl)-trimethyl-ammonium iodide